copper (II) bis(8-quinolinolate) N1=CC=CC2=CC=CC(=C12)[O-].N1=CC=CC2=CC=CC(=C12)[O-].[Cu+2]